NC=1C=C(C=CC1Cl)NC(OC(C)(C)C)=O tert-Butyl 3-amino-4-chlorophenylcarbamate